(3R)-9-(1-(4-(difluoromethoxy)phenyl)ethyl)-3-methyl-1,2,3,4,8,9-hexahydropyrido[4',3':3,4]pyrazolo[1,5-a]pyrazin-10(7H)-one FC(OC1=CC=C(C=C1)C(C)N1C(C=2N(CC1)N=C1C2CN[C@@H](C1)C)=O)F